C(C)C=1C(C2=C(C=CC(=C2C(C1CC1=NC(=C(C=C1)F)C)=O)F)F)=O 2-ethyl-5,8-difluoro-3-((5-fluoro-6-methylpyridin-2-yl)methyl)naphthalene-1,4-dione